NC=1C(=C(C=C2C=C(N=CC12)NC1=NN2CC(N(CCC2=C1)C(C)C)=O)C=1C(=NC(=NC1)OC(C)C)C)F 2-((8-amino-7-fluoro-6-(2-isopropoxy-4-methylpyrimidin-5-yl)isoquinolin-3-yl)amino)-6-isopropyl-5,6-dihydro-4H-pyrazolo[1,5-d][1,4]diazepin-7(8H)-one